C(C1=CC=CC=C1)N([S@](=O)C(C)(C)C)[C@H](CF)[C@H]1OC=CCC1 (R)-N-benzyl-N-[(1S)-1-[(2S)-3,4-dihydro-2H-pyran-2-yl]-2-fluoro-ethyl]-2-methyl-propane-2-sulfinamide